(3R,4S)-3-fluoro-1-[4-({8-[3-(methanesulfonyl-methyl)azetidin-1-yl]-5-(propan-2-yl)isoquinolin-3-yl}amino)pyrimidin-2-yl]-4-methyl-piperidin-4-ol F[C@@H]1CN(CC[C@@]1(O)C)C1=NC=CC(=N1)NC=1N=CC2=C(C=CC(=C2C1)C(C)C)N1CC(C1)CS(=O)(=O)C